Tert-butyl 4-(2-(1-(2,6-dioxopiperidin-3-yl)-3-methyl-2-oxo-2,3-dihydro-1H-benzo[d]imidazol-5-yl)ethyl)piperazine-1-carboxylate O=C1NC(CCC1N1C(N(C2=C1C=CC(=C2)CCN2CCN(CC2)C(=O)OC(C)(C)C)C)=O)=O